CN1C[C@H]([C@@H](CC1)NC1=CC=CC2=C1SC(=C2CC(F)(F)F)C#CCNC2=C(C=C(C=C2)P(C)(C)=O)OC)C (4-((3-(7-(((3R,4R)-1,3-dimethylpiperidin-4-yl)amino)-3-(2,2,2-trifluoroethyl)benzo[b]thiophen-2-yl)prop-2-yn-1-yl)amino)-3-methoxyphenyl)dimethylphosphine oxide